5-(2-methoxy-2-oxoethyl)hexahydrocyclopenta[C]pyrrole-2(1H)-carboxylic acid tert-butyl ester C(C)(C)(C)OC(=O)N1CC2C(C1)CC(C2)CC(=O)OC